FC([C@@H](C)OC=1C=2N(C=NC1C=1C=NNC1)N=C(N2)NC2CCOCC2)F (R)-8-((1,1-Difluoropropan-2-yl)oxy)-7-(1H-pyrazol-4-yl)-N-(tetrahydro-2H-pyran-4-yl)-[1,2,4]triazolo[1,5-c]pyrimidin-2-amine